1-(bromomethyl)-4,5-dimethoxy-2-nitrobenzene BrCC1=C(C=C(C(=C1)OC)OC)[N+](=O)[O-]